C(C1=CC=CC=C1)OC=1C=CC2=C(C(=C(O2)C)C(=O)NCC)C1 5-(benzyloxy)-N-ethyl-2-methylbenzofuran-3-carboxamide